4-(2,3,4-trichloro-6-hydroxyphenyl)pyridine-2-carboxamide ClC1=C(C(=CC(=C1Cl)Cl)O)C1=CC(=NC=C1)C(=O)N